Sucrose acetate CC(=O)O[C@@]1([C@@H]([C@H]([C@@H]([C@H](O1)CO)O)O)O)OC2([C@H]([C@@H]([C@H](O2)CO)O)O)CO